trifluoromethanesulfonylium FC([S+](=O)=O)(F)F